5-(2-{2-[3-(morpholin-4-yl)benzenesulfonamido]phenyl}-ethynyl)pyridine-2-carboxylic acid N1(CCOCC1)C=1C=C(C=CC1)S(=O)(=O)NC1=C(C=CC=C1)C#CC=1C=CC(=NC1)C(=O)O